NC1=C(C=C(C=C1)C(=O)N1CCC2(CC1)CCNCC2)OC (4-amino-3-methoxyphenyl)(3,9-diazaspiro[5.5]undec-3-yl)methanone